CC1=C(NC2=CC=CC=C12)C=O 3-METHYL-1H-INDOLE-2-CARBALDEHYDE